4-[3-(methylsulfonyl)phenyl]-1-propylpiperidine CS(=O)(=O)C=1C=C(C=CC1)C1CCN(CC1)CCC